N-(3-methacryloyloxy-heptadecyl)-2-pyrrolidone C(C(=C)C)(=O)OC(CCN1C(CCC1)=O)CCCCCCCCCCCCCC